C1(=CC=CC=C1)C(OC1CCN(CC1)CCCC(=O)C1=CC=C(C=C1)C(C(=O)O)(C)C)C1=CC=CC=C1 2-(4-(4-(4-(diphenylmethoxy)piperidin-1-yl)butyryl)phenyl)-2-methylpropanoic acid